2-[4-fluoro-6-[2-methyl-4-(4-piperidinyl)phenyl]-1-oxo-isoindolin-2-yl]-N-thiazol-2-yl-acetamide hydrochloride Cl.FC1=C2CN(C(C2=CC(=C1)C1=C(C=C(C=C1)C1CCNCC1)C)=O)CC(=O)NC=1SC=CN1